isopropyl-indol C(C)(C)C=1NC2=CC=CC=C2C1